ClC1=NC=C2N(C(N(C2=N1)C1CCOCC1)=O)C(C)C 2-chloro-7-isopropyl-9-(tetrahydro-2H-pyran-4-yl)-7,9-dihydro-8H-purin-8-one